methylbutan-2-enamide CC(C(=O)N)=CC